CN1N=C(C2=CC=CC(=C12)N1CC2CNCCC2C1)C1C(NC(CC1)=O)=O 3-(1-methyl-7-(octahydro-2H-pyrrolo[3,4-c]pyridin-2-yl)-1H-indazol-3-yl)piperidine-2,6-dione